2-bromo-1-fluoro-3-(isopropoxymethyl)benzene BrC1=C(C=CC=C1COC(C)C)F